C(C)C1=CC=C2C(=N1)N(C(=C2)C=2N=C1N(C(=CC(=C1)C=O)OC)C2C)CCO [2-[6-ethyl-1-(2-hydroxyethyl)pyrrolo[2,3-b]pyridin-2-yl]-5-methoxy-3-methylimidazo[1,2-a]pyridin-7-yl]methanone